ClC=1C(=CC(=C(CN[C@@H](CO)C(=O)O)C1)OCC=1C=NC=CC1)OCC1=C(C(=CC=C1)C1=C2CCN(C2=CC=C1)CCCN1CCC(CC1)O)Br N-(5-chloro-2-((pyridin-3-yl)methoxy)-4-(3-(1-(3-(4-hydroxypiperidin-1-yl)propyl)indoline-4-yl)-2-bromobenzyloxy)benzyl)-L-serine